lithium N,N'-methylenebisacrylamide C(NC(C=C)=O)NC(C=C)=O.[Li]